1-(3-chloro-2-fluorobenzoyl)-4-((3-fluoro-6-(thiazol-2-ylamino)pyridin-2-yl)methyl)-2-(trifluoromethyl)piperidine-4-carboxylic acid methyl ester COC(=O)C1(CC(N(CC1)C(C1=C(C(=CC=C1)Cl)F)=O)C(F)(F)F)CC1=NC(=CC=C1F)NC=1SC=CN1